N-(1-cyanocyclopropyl)-6-fluoro-4-(1-isobutyryl-1,2,3,6-tetrahydropyridin-4-yl)-9H-pyrimido[4,5-b]Indole-7-sulfonamide C(#N)C1(CC1)NS(=O)(=O)C1=C(C=C2C3=C(NC2=C1)N=CN=C3C=3CCN(CC3)C(C(C)C)=O)F